tert-butyl {2-[3-(benzyloxy)phenyl]ethyl}carbamate C(C1=CC=CC=C1)OC=1C=C(C=CC1)CCNC(OC(C)(C)C)=O